6-chloro-7-fluoro-4-(3-methoxypropyl)-3,4-dihydro-2H-1,4-benzoxazine-8-carboxylic acid ClC=1C(=C(C2=C(N(CCO2)CCCOC)C1)C(=O)O)F